ClC=1C=C2C(=CC1Cl)NC([C@]21CN(CC1)C(C[C@@H](C)O)=O)=O (S)-5,6-dichloro-1'-((R)-3-hydroxybutanoyl)spiro[indoline-3,3'-pyrrolidin]-2-one